S(=O)(=O)(C1=CC=C(C=C1)[N+](=O)[O-])Br nosyl bromide